COC1=CC=C(C=C1)NNC(=O)C1CN(CCO1)C(=O)OC(C)(C)C tert-butyl 2-(2-(4-methoxyphenyl)hydrazine-1-carbonyl)morpholine-4-carboxylate